(R)-2-(3-(4-amino-3-(4-(2,6-difluorophenoxy)phenyl)-1H-pyrazolo[3,4-d]pyrimidin-1-yl)piperidine-1-carbonyl)-3-cyclopropylacrylonitrile NC1=C2C(=NC=N1)N(N=C2C2=CC=C(C=C2)OC2=C(C=CC=C2F)F)[C@H]2CN(CCC2)C(=O)C(C#N)=CC2CC2